COC1=C(C2=CC=CC=C2C(=C1)OC)C=O 2,4-Dimethoxy-1-naphthaldehyde